CC1=C(C=CC(=C1)C(C)C)CCC=O methyl-4-(1-methylethyl)benzenepropanal